(3R)-N-t-butoxycarbonyl-3-amino-4-(2,4,5-trifluorophenyl)butanoic acid C(C)(C)(C)OC(=O)N[C@@H](CC(=O)O)CC1=C(C=C(C(=C1)F)F)F